2-(morpholin-4-yl)-8-phenyl-4H-chromen-4-one N1(CCOCC1)C=1OC2=C(C=CC=C2C(C1)=O)C1=CC=CC=C1